C(C)OC(CC=1C=C(C=CC1)C(C(=O)OC(C)(C)C)(CCCC(CS(=O)(=O)CC(=O)OCC)(C)C)C)=O tert-butyl 2-(3-(2-ethoxy-2-oxoethyl)phenyl)-7-((2-ethoxy-2-oxoethyl)sulfonyl)-2,6,6-trimethylheptanoate